COC1(COC1)C1=CC=C(C=C1)C(=O)N1CCC2(CC1)CCN(CC2)C2=CC=C(C=C2)C(F)(F)F (4-(3-methoxyoxetan-3-yl)phenyl)(9-(4-(trifluoromethyl)phenyl)-3,9-diazaspiro[5.5]undecan-3-yl)methanone